COC1=C(C(=O)C2=C3N=CN(C3=NC=N2)[C@H]2[C@H](OC(C)=O)[C@H](OC(C)=O)[C@H](O2)COC(C)=O)C=CC=C1 6-(2-methoxybenzoyl)-9-(2',3',5'-tri-O-acetyl-beta-D-ribofuranosyl)purine